NC1=C(N=C2N1C=CC(=C2Br)F)C(=O)O 3-amino-7-fluoro-8-bromoimidazo[1,2-a]pyridine-2-carboxylic acid